C(C(C)C)N1C2C(C3(NCC2C(CC1)C3)C(=O)NCC3=CC=CC=C3)CC3=CC=CC=C3 4-isobutyl-1-benzylaminocarbonyl-2-benzyl-4,10-diazatricyclo[5.3.1.03,8]Undecane